C(C1=CC=CC=C1)C=1C(OC2=CC=C(C=C2C1C)OCC(CNCCC1=CC=NC=C1)O)=O 3-benzyl-6-(2-hydroxy-3-((2-(pyridine-4-yl)ethyl)amino)propoxy)-4-methyl-2H-chromen-2-one